C(C)(C)(C)OC(=O)N1CC(CC1)(C(=C)C)O 3-Hydroxy-3-isopropenyl-pyrrolidine-1-carboxylic acid tert-butyl ester